C(=O)C1=CC=C(OC2CC3(CC(C3)NC(OC(C)(C)C)=O)C2)C=C1 tert-butyl (6-(4-formylphenoxy)spiro[3.3]heptan-2-yl)carbamate